Cl.NC(=N)N Guanidine HCl